FC(C=1N=CC(=NC1)OC=1C=CC=C2CC(COC12)N)(F)F 8-[{5-(trifluoromethyl)pyrazin-2-yl}oxy]chroman-3-amine